eicosyl-dimethyl-ethyl-ammonium chloride [Cl-].C(CCCCCCCCCCCCCCCCCCC)[N+](CC)(C)C